3-(5-amino-6-((1-(1-methylpiperidin-4-yl)-1H-pyrazol-4-yl)oxy)pyrazin-2-yl)-5-methoxy-N-methylbenzenesulfonamide NC=1N=CC(=NC1OC=1C=NN(C1)C1CCN(CC1)C)C=1C=C(C=C(C1)OC)S(=O)(=O)NC